tert-butyl 4-[5-(2,6-dibenzyloxy-3-pyridyl)-3-fluoro-2-pyridyl]-3,6-dihydro-2H-pyridine-1-carboxylate C(C1=CC=CC=C1)OC1=NC(=CC=C1C=1C=C(C(=NC1)C=1CCN(CC1)C(=O)OC(C)(C)C)F)OCC1=CC=CC=C1